O[C@H](CN(C(OC(C)(C)C)=O)CC=1C(=CC=C2C=CC=NC12)O)CC tert-butyl (S)-(2-hydroxybutyl)((7-hydroxyquinolin-8-yl) methyl)carbamate